4-(chlorosulfonyl)-2,3,5,6-tetrafluorophenyl azetidine-1-carboxylate N1(CCC1)C(=O)OC1=C(C(=C(C(=C1F)F)S(=O)(=O)Cl)F)F